γ-mercaptopropylmethyl-diethoxysilane SCCC[Si](OCC)(OCC)C